5-(azidomethyl)-7-[4-(trifluoromethoxy)phenyl]-2,3-dihydrobenzofuran-4-carbonitrile N(=[N+]=[N-])CC1=CC(=C2C(CCO2)=C1C#N)C1=CC=C(C=C1)OC(F)(F)F